C(C)OC(=O)C=1C=NN(C1Br)C1COC1 5-bromo-1-(oxetan-3-yl)pyrazole-4-carboxylic acid ethyl ester